(pyrazin-2-yl)propanoic acid N1=C(C=NC=C1)C(C(=O)O)C